(R)-1-(1-((3-(3-Chlorophenyl)isoxazol-5-yl)methyl)-1H-benzo[d]imidazol-2-yl)piperidin-3-amin ClC=1C=C(C=CC1)C1=NOC(=C1)CN1C(=NC2=C1C=CC=C2)N2C[C@@H](CCC2)N